Aspartic acid palmitate C(CCCCCCCCCCCCCCC)(=O)O.N[C@@H](CC(=O)O)C(=O)O